5-[3-(trifluoroacetylamino)propynyl]-5'-O-trityl-3'-O-(tert-butyldithiomethyl)-2'-deoxycytidine FC(C(=O)NCC#CC=1C(=NC(N([C@H]2C[C@H](OCSSC(C)(C)C)[C@@H](COC(C3=CC=CC=C3)(C3=CC=CC=C3)C3=CC=CC=C3)O2)C1)=O)N)(F)F